Methyl 3-(3-((4-(2-((tert-butoxycarbonyl)amino)ethyl)benzyl)(pent-4-en-1-yl) amino)-3-oxopropoxy)propanoate C(C)(C)(C)OC(=O)NCCC1=CC=C(CN(C(CCOCCC(=O)OC)=O)CCCC=C)C=C1